CC1=C(N=C(O1)C1=CC=C(C=C1)C1=CC=NC=C1)CC1=CC=C(C=C1)OCC1=CC=C(C=C1)C(F)(F)F 5-methyl-2-(4-(pyridin-4-yl)phenyl)-4-(4-((4-(trifluoromethyl)benzyl)oxy)benzyl)oxazole